4-chloro-5-fluoro-2-(2-methoxy-7-methylquinoxalin-5-yl)benzo[d]thiazol-6-ol ClC1=C(C(=CC2=C1N=C(S2)C2=C1N=CC(=NC1=CC(=C2)C)OC)O)F